(6-methoxy-3-pyridyl)methanol COC1=CC=C(C=N1)CO